C(C)OC(=C)C1=CC(=C(C(=O)OC)C=C1)F Methyl 4-(1-ethoxyvinyl)-2-fluorobenzoate